methyl coumaronate O1C(=CC2=CC=CC=C12)C(=O)OC